FC(C=1C=C(N=NC1C1=C(C=C(C=C1)C(F)(F)F)O)N1CC[C@@H]2[C@H]1CN(CC2)C(C)=O)F 1-[(3aS,7aS)-1-[5-(difluoromethyl)-6-[2-hydroxy-4-(trifluoromethyl)phenyl]pyridazin-3-yl]-3,3a,4,5,7,7a-hexahydro-2H-pyrrolo[2,3-c]pyridin-6-yl]ethanone